4-[5-({[(1S,3S)-3-aminocyclohexyl]meth-yl}amino)-1-[4-(3-oxo-piperazin-1-yl)phenyl]-1H-pyrazol-3-yl]-2-fluorobenzonitrile N[C@@H]1C[C@H](CCC1)CNC1=CC(=NN1C1=CC=C(C=C1)N1CC(NCC1)=O)C1=CC(=C(C#N)C=C1)F